tert-butyl 2-((4-bromo-2,5-dimethoxyphenethyl)-carbamoyl)benzoate BrC1=CC(=C(CCNC(=O)C2=C(C(=O)OC(C)(C)C)C=CC=C2)C=C1OC)OC